ClC1=CC=C(OC2=C(C=C(CCOS(=O)(=O)C3=CC=C(C=C3)C)C=C2)F)C=C1.FC=1C(=C(C=CC1NC1=CC=CC=C1)C1=CC=CC=C1)NC(CN1N=CN=C1)=O N-(3-fluoro-4-(phenylamino)biphenyl-2-yl)-2-(1H-1,2,4-triazol-1-yl)acetamide 4-(4-chlorophenoxy)-3-fluorophenethyl-4-methylbenzenesulfonate